C[C@]1(C=C[C@@H](C1)N1C=CC2=C1N=CN=C2OC2=CC=CC=C2)CO ((1s,4r)-1-methyl-4-(4-phenoxy-7H-pyrrolo[2,3-d]pyrimidin-7-yl)cyclopent-2-en-1-yl)methanol